O=C1NC(CCC1N1C(C2=CC=CC(=C2C1)C#CCCCCCCCN1CCN(CC1)C1=CC=C(C(=O)N2CCC(CC2)CCCCNC(\C=C\C=2C=NC=CC2)=O)C=C1)=O)=O (E)-N-(4-(1-(4-(4-(9-(2-(2,6-dioxopiperidin-3-yl)-1-oxoisoindoline-4-yl)non-8-yn-1-yl)piperazin-1-yl)benzoyl)piperidin-4-yl)butyl)-3-(pyridin-3-yl)acrylamide